N[C@H](CC=C)[C@H]1O[C@@H]([C@@H]([C@H]([C@H]1O)O)O)SCCC=C (2R,3R,4S,5R,6R)-2-((R)-1-aminobut-3-en-1-yl)-6-(but-3-en-1-ylsulfanyl)tetrahydro-2H-pyran-3,4,5-triol